FC1=C(C=CC(=C1)OC1=NC=CC=C1F)C=1C=C2C=NC=NC2=C(C1)C=1C=C(C=CC1)NC(C=C)=O N-(3-(6-(2-fluoro-4-((3-fluoropyridin-2-yl)oxy)phenyl)quinazolin-8-yl)phenyl)acrylamide